NC1=C2C(=NC=N1)N(N=C2C2=CC=C(C=C2)CNC(C2=C(C=CC=C2)OC)=O)C2CCC(CC2)(C)O N-[[4-[4-amino-1-(4-hydroxy-4-methyl-cyclohexyl)pyrazolo[3,4-d]pyrimidin-3-yl]phenyl]methyl]-2-methoxy-benzamide